N-(4-((1-benzhydrylpiperidin-4-yl)methyl)benzyl)-3-methyl-4-oxo-3,4-dihydroimidazo[5,1-d][1,2,3,5]tetrazine-8-carboxamide C(C1=CC=CC=C1)(C1=CC=CC=C1)N1CCC(CC1)CC1=CC=C(CNC(=O)C=2N=CN3C2N=NN(C3=O)C)C=C1